C(CC=C)=O butan-3-en-1-one